NC1=CC(=C2OCCCCCCC(C3=NN=C(C1=N2)O3)(O)C(F)(F)F)C(F)(F)F 17-Amino-6,15-bis(trifluoromethyl)-13,19-dioxa-3,4,18-triazatricyclo[12.3.1.12,5]nonadeca-1(18),2,4,14,16-pentaen-6-ol